C1(CC1)C1=NC(=NO1)C1[C@H]2CN(C[C@@H]12)C(=O)N[C@H]1C(CCC[C@@H]1N1CCN(CC1)C(C)C)(F)F (1R,5S,6R)-6-(5-cyclopropyl-1,2,4-oxadiazol-3-yl)-N-{(1R,6S)-2,2-difluoro-6-[4-(propan-2-yl)piperazin-1-yl]cyclohexyl}-3-azabicyclo[3.1.0]hexane-3-carboxamide